(R/S)-4-((1-(hydroxymethyl)cyclobutyl)amino)-2-(5-(2-hydroxypropan-2-yl)isoindolin-2-yl)-6,7-dihydrothieno[3,2-d]pyrimidine 5-oxide OCC1(CCC1)NC=1C2=C(N=C(N1)N1CC3=CC=C(C=C3C1)C(C)(C)O)CC[S@]2=O |r|